1-chloro-1,1,2,3,3,3-hexafluoro-2-(trifluoromethyl)propane ClC(C(C(F)(F)F)(C(F)(F)F)F)(F)F